2-methyl-N-(5-methyl-4-phenylthiazol-2-yl)benzamide CC1=C(C(=O)NC=2SC(=C(N2)C2=CC=CC=C2)C)C=CC=C1